OB1OCC2=C1C(=C(C=C2)C(=O)N[C@@H](C(C)C)C(=O)OCC2=CC(=CC=C2)C(F)(F)F)C 3-Trifluoromethylbenzyl (1-hydroxy-7-methyl-1,3-dihydrobenzo[c][1,2]oxaborole-6-carbonyl)-L-valinate